C1(CC1)C(C1=CC=CC(=N1)COC1=CC=C(C=C1)C(C)(C)C1=CC=C(O[C@@H]2C[C@H](C2)NC=2C=C3C(N(C(C3=CC2)=O)C2C(NC(CC2)=O)=O)=O)C=C1)O 5-(((trans)-3-(4-(2-(4-((6-(cyclopropyl(hydroxy)methyl)pyridin-2-yl)methoxy)phenyl)propane-2-yl)phenoxy)cyclobutyl)amino)-2-(2,6-dioxopiperidin-3-yl)isoindoline-1,3-dione